1,3-dimethyl-5-((4-(4-n-pentylcyclohexyl)phenyl)ethynyl)benzene CC1=CC(=CC(=C1)C#CC1=CC=C(C=C1)C1CCC(CC1)CCCCC)C